NC1=NC(=C(C=2N1C(N(N2)CC2OCCCC2)=O)C2=CC(=NC(=C2)C)CO)C2=CC=CC=C2 5-amino-8-(2-(hydroxymethyl)-6-methylpyridin-4-yl)-7-phenyl-2-((tetrahydro-2H-pyran-2-yl)methyl)-[1,2,4]triazolo[4,3-c]pyrimidin-3(2H)-one